FC([C@@]12N(C=3C(=NN=C(C3)C3=C(C(=CC=C3)F)O)NC1)CCN(C2)C(=O)N2[C@@H](CN[C@H](C2)C)C)F ((R)-6a-(difluoromethyl)-2-(3-fluoro-2-hydroxy-phenyl)-5,6,6a,7,9,10-hexahydro-8H-pyrazino-[1',2':4,5]pyrazino[2,3-c]-pyridazin-8-yl)((2R,5S)-2,5-dimethylpiperazin-1-yl)methanone